N-[(1R)-1-(dicyclopropylmethyl)-2-[[5-(3,5-dimethylisoxazol-4-yl)-6-fluoro-2-pyridyl]amino]-2-oxo-ethyl]-2-ethyl-pyrazole-3-carboxamide C1(CC1)C([C@H](C(=O)NC1=NC(=C(C=C1)C=1C(=NOC1C)C)F)NC(=O)C=1N(N=CC1)CC)C1CC1